8-[(3,5-difluorophenyl)sulfonyl]-3,8-diazabicyclo[3.2.1]octane-3-carboxylic acid tert-butyl ester C(C)(C)(C)OC(=O)N1CC2CCC(C1)N2S(=O)(=O)C2=CC(=CC(=C2)F)F